4-methoxy-11,11-dimethylbenzo[b]fluorene COC=1C=2C=3C=C4C(=CC3C(C2C=CC1)(C)C)C=CC=C4